ClC=1C=C(C=CC1)CC 1-(3-chlorophenyl)ethane